3-(5-((7-((2-isopropyl-5-methylcyclohexyl)oxy)heptyl)amino)-4-oxo-2-(trifluoromethyl)quinazoline-3(4H)-yl)piperidine-2,6-dione C(C)(C)C1C(CC(CC1)C)OCCCCCCCNC1=C2C(N(C(=NC2=CC=C1)C(F)(F)F)C1C(NC(CC1)=O)=O)=O